ClC=1C=C2C=CC(NC2=CC1)=O 6-chloro-1H-quinolin-2-one